C(CCC)N(CCCC)CCC N,N-dibutylaminopropane